2-bromo-4-((3-(4-(difluoromethoxy)phenyl)imidazo[1,2-a]pyrazin-8-yl)amino)-N-methylbenzamide BrC1=C(C(=O)NC)C=CC(=C1)NC=1C=2N(C=CN1)C(=CN2)C2=CC=C(C=C2)OC(F)F